tert-butyl 1-azido-3,6,9,12,15,18,21-heptaoxatetracosan-24-oate N(=[N+]=[N-])CCOCCOCCOCCOCCOCCOCCOCCC(=O)OC(C)(C)C